OC1(C2=CC=CC=C2C=2C=CC(=CC12)C(=O)O)C 9-hydroxy-9-methyl-9H-fluorene-2-carboxylic acid